COC(=O)C1=CC=C(C=C1)C([TeH])C 1-methoxycarbonyl-4-(methylhydrotelluro-methyl)benzene